BrC1=CC=C(S1)C1CN(CCO1)C(=O)OCCCl 2-chloroethyl 2-(5-bromothiophen-2-yl)morpholine-4-carboxylate